(3aR,5R,6aS)-5-(2-fluorophenoxy)-2-((S)-2-hydroxy-2-(5-hydroxypyridin-2-yl)ethyl)hexahydrocyclopenta[c]pyrrol FC1=C(OC2C[C@@H]3[C@@H](CN(C3)C[C@@H](C3=NC=C(C=C3)O)O)C2)C=CC=C1